CC=1C(=C(C(=C2CCC(OC12)C(=O)O)C)C)C tetramethylchromanecarboxylic acid